Cl.N[C@H](C(=O)N1[C@@H](C[C@H](C1)O)C(=O)N[C@@H](CC(=O)OC)C1=CC=C(C=C1)Br)C(C)(C)C methyl (3S)-3-{[(2S,4R)-1-[(2S)-2-amino-3,3-dimethylbutanoyl]-4-hydroxypyrrolidin-2-yl]formamido}-3-(4-bromophenyl)propanoate hydrochloride